ClC1=CC=C(C=C1)N1C(=C(C=C1C)C(=O)C=1C=CC(=C(C1)NC(CC(C(=O)N)=C)=O)N1CCCC1)C (2-((5-(1-(4-chlorophenyl)-2,5-dimethyl-1H-pyrrole-3-carbonyl)-2-(pyrrolidin-1-yl)phenyl)amino)-2-oxoethyl)acrylamide